2-bromo-1',3'-dihydro-spiro[fluorene-9,2'-indene] BrC1=CC2=C(C=C1)C1=CC=CC=C1C21CC2=CC=CC=C2C1